3-methyl-1-((S)-1-(3-(trifluoromethyl)phenyl)ethyl)-1H-pyrazole-3,5-dicarboxamide CC1(NN(C(=C1)C(=O)N)[C@@H](C)C1=CC(=CC=C1)C(F)(F)F)C(=O)N